tert-Butyl 3-(2-fluorobenzoyl)-4-hydroxypiperidine-1-carboxylate FC1=C(C(=O)C2CN(CCC2O)C(=O)OC(C)(C)C)C=CC=C1